5,6-Dihydroimidazo[1,5-a]pyrazin-7(8H)-ylmethanone C=1N=CN2C1CN(CC2)C=O